FC(C1=CC=C(C=C1)[C@H](C)NS(=O)(=O)C=1C=C2CCNCC2=CC1)(F)F (S)-N-(1-(4-(trifluoromethyl)phenyl)ethyl)-1,2,3,4-tetrahydroisoquinoline-6-sulfonamide